ClC=1NC(C2=C(C1)N(N=C2)C2CCC(CC2)(F)F)=O 6-chloro-1-(4,4-difluorocyclohexyl)-1,5-dihydro-4H-pyrazolo[3,4-d]pyridin-4-one